6,7-difluoro-1-methyl-2-phenyl-1,2,3,4-tetrahydroquinoxaline FC=1C=C2NCC(N(C2=CC1F)C)C1=CC=CC=C1